3-hydroxy-1-naphthacenenitrile OC=1C=C(C2=CC3=CC4=CC=CC=C4C=C3C=C2C1)C#N